C1(CC1)C1=CN=C(N=N1)N[C@@H]1C[C@H](CC1)NC1=NC=C(C=N1)C=1C(N(C=CC1)C)=O 3-(2-(((1S,3S)-3-((6-Cyclopropyl-1,2,4-triazin-3-yl)amino)cyclopentyl)amino)pyrimidin-5-yl)-1-methylpyridin-2(1H)-one